distearyl thiodi-propionate S(CCC(=O)OCCCCCCCCCCCCCCCCCC)CCC(=O)OCCCCCCCCCCCCCCCCCC